[SH3+].C(C)#N acetonitrile sulfonium salt